C1(=CC=CC=C1)[Si](C1=CC=C(C=C1)C1=NC=CC=C1)(C1=CC=CC=C1)C1=CC=CC=C1 4-(triphenylsilyl)phenylpyridine